(2R,3S)-3-(2-((4-bromo-1H-benzo[d]imidazol-5-yl)amino)-4,5-dihydro-1H-imidazole-1-carbonyl)-2-((1-methyl-1H-imidazol-5-yl)methyl)pentyl propionate C(CC)(=O)OC[C@@H]([C@H](CC)C(=O)N1C(=NCC1)NC1=C(C2=C(NC=N2)C=C1)Br)CC1=CN=CN1C